2,6-dihydroxy-1,4-naphthoquinone OC=1C(C2=CC=C(C=C2C(C1)=O)O)=O